C(CCCCCC)O 1-heptanol